O1CCOC2=C1C=CC(=C2)NC(=O)N2CCN(CC2)C2=NC(=NC(=C2)N2CCOCC2)C N-(2,3-dihydro-1,4-benzodioxin-6-yl)-4-(2-methyl-6-morpholin-4-ylpyrimidin-4-yl)piperazine-1-carboxamide